NC12COC(CC1)(CC2)CN2CCN(CC2)CC(=O)N2CCN(CC2)C(=O)C=2C=C(C=CC2F)CC2=NNC(C1=CC=CC=C21)=O 4-[[3-[4-[2-[4-[(4-amino-2-oxabicyclo[2.2.2]octan-1-yl)methyl]piperazin-1-yl]acetyl]piperazine-1-carbonyl]-4-fluoro-phenyl]methyl]-2H-phthalazin-1-one